N[C@@H](CC1=CC=CC=C1)C(=O)C(Cl)C(=O)S(=O)(=O)CC1=CC=CC=C1 toluenesulfonyl phenylalanyl-chloromethyl ketone